N-(1-amino-2-methylpropan-2-yl)-2-(pyridin-4-yl)pyrido[3,4-d]pyrimidin-4-amine NCC(C)(C)NC=1C2=C(N=C(N1)C1=CC=NC=C1)C=NC=C2